trans-ethyl 1-(5-(2-bromo-4-chloro-5-(3-methoxypropoxy)phenyl)-2,2-dimethylcyclopentyl)-4-oxo-1,4-dihydropyridine-3-carboxylate BrC1=C(C=C(C(=C1)Cl)OCCCOC)[C@@H]1CCC([C@H]1N1C=C(C(C=C1)=O)C(=O)OCC)(C)C